tert-butyl 4-amino-3,3-difluoropiperidine-1-carboxylate NC1C(CN(CC1)C(=O)OC(C)(C)C)(F)F